4-(7-((2-(trimethylsilyl)ethoxy)methyl)-7H-pyrrolo[2,3-d]pyrimidin-4-yl)-1H-pyrazole C[Si](CCOCN1C=CC2=C1N=CN=C2C=2C=NNC2)(C)C